4-(Butylthio)-2-chloro-6-(trifluoromethyl)quinazoline C(CCC)SC1=NC(=NC2=CC=C(C=C12)C(F)(F)F)Cl